N1(N=CC=C1)C1=CC=C(C=C1)C=1SC(=CN1)CNC(=O)C1=CC2=C(S(C3=C(C(N2)=O)C=CC=C3)(=O)=O)C=C1 N-((2-(4-(1H-pyrazol-1-yl)phenyl)thiazol-5-yl)methyl)-11-oxo-10,11-dihydrodibenzo[b,f][1,4]thiazepine-8-carboxamide 5,5-dioxide